4-(4-hydroxy-3-methoxyphenethyl)-2,6-dimethoxyphenol OC1=C(C=C(CCC2=CC(=C(C(=C2)OC)O)OC)C=C1)OC